tetradecyl-3-(3,5-di-tert-butyl-4-hydroxyphenyl)propanoic acid amide C(CCCCCCCCCCCCC)C(C(=O)N)CC1=CC(=C(C(=C1)C(C)(C)C)O)C(C)(C)C